(S)-1-(5-methoxy-2-(2H-1,2,3-triazol-2-yl)benzoyl)-2-methylpyrrolidine-2-carboxylic acid COC=1C=CC(=C(C(=O)N2[C@@](CCC2)(C(=O)O)C)C1)N1N=CC=N1